FC=1C=C(C=CC1C(C)C)C1C(N(CC1)C(CC1=NC=CN=C1)=O)(C(=O)N)CC1=CC=CC=C1 3-fluoro-4-(propan-2-yl)phenyl[(phenyl)methyl]-1-[2-(pyrazin-2-yl)acetyl]pyrrolidine-2-carboxamide